3-((tert-Butyloxycarbonyl)amino)bicyclo[1.1.1]pentane-1-carboxylic acid C(C)(C)(C)OC(=O)NC12CC(C1)(C2)C(=O)O